tert-butyl (S)-4-((3-(5-methoxy-2,4-dioxo-3,4-dihydropyrimidin-1(2H)-yl)pyrazolo[1,5-a]pyridin-5-yl)methyl)-2-methylpiperazine-1-carboxylate COC=1C(NC(N(C1)C=1C=NN2C1C=C(C=C2)CN2C[C@@H](N(CC2)C(=O)OC(C)(C)C)C)=O)=O